methyl 3-(4-amino-5-(4-((5-fluoro-2-methoxybenzamido)methyl)phenyl)imidazo[5,1-f][1,2,4]triazin-7-yl)bicyclo[1.1.1]pentane-1-carboxylate NC1=NC=NN2C1=C(N=C2C21CC(C2)(C1)C(=O)OC)C1=CC=C(C=C1)CNC(C1=C(C=CC(=C1)F)OC)=O